6-[4-[7-(dimethylamino)-5-azaspiro[2.4]hept-5-yl]-5,6-difluoro-8-(methylamino)-9H-pyrido[2,3-b]indol-3-yl]-1-methyl-4-oxo-1,8-naphthyridine-3-carboxylic acid CN(C1CN(CC12CC2)C2=C(C=NC=1NC3=C(C=C(C(=C3C12)F)F)NC)C=1C=C2C(C(=CN(C2=NC1)C)C(=O)O)=O)C